[amino(3-{2-benzenesulfonamido-2-[7-(4-methylpiperazin-1-yl)-1,3-benzothiazol-2-yl]ethyl}phenyl)methylidene]amino acetate C(C)(=O)ON=C(C1=CC(=CC=C1)CC(C=1SC2=C(N1)C=CC=C2N2CCN(CC2)C)NS(=O)(=O)C2=CC=CC=C2)N